CON=CC1=CN=C2N=CNC=C21 3H-pyrrolo[2,3-d]pyrimidine-5-carbaldehyde O-methyl oxime